silver galactarate O=C([C@H](O)[C@@H](O)[C@@H](O)[C@H](O)C(=O)[O-])[O-].[Ag+].[Ag+]